2-((2-(2-methoxypyridin-3-yl)-5H-imidazo[4,5-c]pyridin-5-yl)methyl)-6-methylbenzo[d]thiazole COC1=NC=CC=C1C=1N=C2C(=CN(C=C2)CC=2SC3=C(N2)C=CC(=C3)C)N1